tert-butyl 1-(((3-fluoropyridin-2-yl)oxy)methyl)-7-azabicyclo[2.2.1]heptane-7-carboxylate FC=1C(=NC=CC1)OCC12CCC(CC1)N2C(=O)OC(C)(C)C